C(C)(C)(C)C1N(CCN([C@H]1C)C=1C2=C(N(C(N1)=O)C1=C(C=CC=C1C)C(=O)OC)N=C(C(=C2)F)C2=C(C=CC=C2O)F)C(=O)O tert-butyl-(3S)-4-(6-fluoro-7-(2-fluoro-6-hydroxyphenyl)-1-(2-(methoxycarbonyl)-6-methylphenyl)-2-oxo-1,2-dihydropyridino[2,3-d]pyrimidin-4-yl)-3-methylpiperazine-1-carboxylic acid